C(C)OC(=O)C=1N=CSC1C1CN(C1)C(CC1=CC=CC=C1)=O 5-[1-(2-benzeneAcetyl)azetidin-3-yl]-1,3-thiazole-4-carboxylic acid ethyl ester